C(C)(C)(C)OC(NC1(CC1)C(N)=O)=O N-(1-carbamoylcyclopropyl)carbamic acid tert-butyl ester